1-(2-(1-(2-methoxyacetyl)-4-(p-tolyl)-1H-imidazol-2-yl)piperidin-1-yl)-2-methylbutan-1-one COCC(=O)N1C(=NC(=C1)C1=CC=C(C=C1)C)C1N(CCCC1)C(C(CC)C)=O